2-methylpyridine ammonium chloride [Cl-].[NH4+].CC1=NC=CC=C1